2-Bromo-5-trifluoromethyl-pyridine BrC1=NC=C(C=C1)C(F)(F)F